CC(C[C@@H](C(N[C@H](C=O)C[C@H]1C(NCC1)=O)=O)NC(=O)OC1C[C@H]2CC[C@@H](C1)N2C(=O)OC(C)(C)C)C tert-Butyl (1R,3s,5S)-3-((((S)-4-methyl-1-oxo-1-(((S)-1-oxo-3-((S)-2-oxopyrrolidin-3-yl)propan-2-yl)amino)pentan-2-yl)carbamoyl)oxy)-8-azabicyclo[3.2.1]octane-8-carboxylate